ClC1=CC(=C(CNC(=O)[C@H]2C=3C=CC=NC3[C@@H](CC2)O)C=C1)F (5R,8R)-N-(4-chloro-2-fluorobenzyl)-8-hydroxy-5,6,7,8-tetrahydroquinoline-5-carboxamide